N-benzyl-2,6-dihydroxy-5'-methyl-4-pentyl-2'-(prop-1-en-2-yl)-1',2',3',4'-tetrahydro-[1,1-biphenyl]-3-sulfonamide C(C1=CC=CC=C1)NS(=O)(=O)C=1C(=C(C(=CC1CCCCC)O)C1C(CCC(=C1)C)C(=C)C)O